(E)-6-(4-(Dimethylamino)but-2-enoyl)-4-(2-(1-ethyl-3-(trifluoromethyl)-1H-pyrazol-4-yl)-5-fluorophenyl)-4,5,6,7-tetrahydrothieno[2,3-c]pyridine-2-carbonitrile CN(C/C=C/C(=O)N1CC2=C(C(C1)C1=C(C=CC(=C1)F)C=1C(=NN(C1)CC)C(F)(F)F)C=C(S2)C#N)C